2Z-butenedioate C(\C=C/C(=O)[O-])(=O)[O-]